(1R,2R)-2-((S)-5H-Imidazo[5,1-a]isoindol-5-yl)-1-methylcyclobutan-1-ol C=1N=CN2C1C1=CC=CC=C1[C@@H]2[C@@H]2[C@@](CC2)(O)C